NC1=CC(=C(C#N)C=C1)SC 4-amino-2-methylthio-benzonitrile